COC=1C=C(C=CC1)S(=O)(=O)N1CCNCC1 4-[(3-methoxyphenyl)sulfonyl]piperazine